1-(1H-Pyrazol-4-ylmethyl)-3-[4-(4-p-tolyl-thiazol-2-ylamino)-phenyl]-urea N1N=CC(=C1)CNC(=O)NC1=CC=C(C=C1)NC=1SC=C(N1)C1=CC=C(C=C1)C